ClC1=CC2=C(N=CC=3CC4(CC4)N(CC23)C(=O)OC(C)(C)C)C(=C1)F tert-butyl 9-chloro-7-fluoro-1,4-dihydro-2H-spiro[benzo[c][2,6]naphthyridine-3,1'-cyclopropane]-2-carboxylate